tert-butyl (1R,5S,6R)-6-[methoxy(methyl)carbamoyl]-3-azabicyclo[3.1.0]hexane-3-carboxylate CON(C(=O)C1[C@H]2CN(C[C@@H]12)C(=O)OC(C)(C)C)C